BrC(C(=O)NC1=NC=C(C=C1)OC=1C(NC=CC1)=O)C 2-bromo-N-(5-((2-oxo-1,2-dihydropyridin-3-yl)oxy)pyridin-2-yl)propanamide